C(C(O)C(O)C(=O)[O-])(=O)[O-] (2R,3R)-(+)-tartarate